[Na+].[Na+].OCCP([O-])([O-])=O 2-hydroxyethyl-phosphonic acid, di-sodium salt